NC1=C(C=CC=C1)S(=O)(=O)NC1=CC=C(C=C1)C(C=CC1=CC=C(C=C1)O)=O 2-Amino-N-[4-[3-(4-hydroxyphenyl)prop-2-enoyl]phenyl]benzenesulfonamide